titanium-chromium-copper-niobium-manganese [Mn].[Nb].[Cu].[Cr].[Ti]